F[P-](F)(F)(F)(F)F.ClC=1C=CC2=C(N(N=N2)O[P+](N2CCCC2)(N2CCCC2)N2CCCC2)C1 6-Chloro-benzotriazole-1-yloxy-tris-pyrrolidinophosphonium hexafluorophosphate